CC(C)C1=CC=C(C=C1)OP(=O)(OC2=CC=C(C=C2)C(C)C)OC3=CC=C(C=C3)C(C)C tris(isopropylphenyl) phosphate